C(CCC)C(COC(C=C)=O)CCCCCCC.FC1=C(C=C(C=C1)S(=O)(=O)NC)C=1NC=C(N1)C 4-fluoro-N-methyl-3-(4-methyl-1H-imidazol-2-yl)benzenesulfonamide 2-butylnonyl-acrylate